ClC1=C(C=CC=C1)C1=C(C(=NC=2C[C@@H](CCC12)C1=CC=NN1C)N1CC2(CN(C2)C(C=C)=O)CC1)C#N (7R)-4-(2-chlorophenyl)-7-(1-methyl-1H-pyrazol-5-yl)-2-(2-(2-propenoyl)-2,6-diazaspiro[3.4]octan-6-yl)-5,6,7,8-tetrahydro-3-quinolinecarbonitrile